ClC1=CC=C(C(=N1)C=1C=NN(C1)C)NC(C)C=1C=2C3=C(N(C(C2C=C(C1)C)=O)C([2H])([2H])[2H])N(N=C3)C3CNCC3 9-(1-((6-chloro-2-(1-methyl-1H-pyrazol-4-yl)pyridin-3-yl)amino)ethyl)-7-methyl-4-(methyl-d3)-3-(pyrrolidin-3-yl)-3,4-dihydro-5H-pyrazolo[3,4-c]isoquinolin-5-one